BrC1=CC=C(C=C1)[C@]12[C@](C3=C(C=NC=C3OC)O1)([C@@H]([C@@H]([C@H]2C2=CC=CC=C2)C(=O)N(C)CC(F)F)O)O |r| Rac-(4bS,5R,6R,7S,7aR)-7a-(4-bromophenyl)-N-(2,2-difluoroethyl)-4b,5-dihydroxy-4-methoxy-N-methyl-7-phenyl-4b,6,7,7a-tetrahydro-5H-cyclopenta[4,5]furo[2,3-c]pyridine-6-carboxamide